OC([C@H](C)N1C(C(=CC=C1)CN1N=NC(=C1)C1=NC(=NC2=C(C=CC=C12)OC)N)=O)(C)C 1-[(S)-2-hydroxy-1,2-dimethylpropyl]-3-{[4-(2-amino-8-methoxy-4-quinazolinyl)-1H-1,2,3-triazol-1-yl]methyl}-1H-pyridin-2-one